OC1=C(C=C(C=C1CCCCCCCCCCCCCCC)C)N1N=C2C(=N1)C=CC=C2 2-(2'-hydroxy-3'-pentadecyl-5'-methylphenyl)benzotriazole